CSC(C(=O)O)CCSC 2,4-bis(methylthio)butanoic acid